4-(3-(2-sulfamoylaminoethyl)azetidin-1-yl)-6,8-dimethoxyquinazoline S(N)(=O)(=O)NCCC1CN(C1)C1=NC=NC2=C(C=C(C=C12)OC)OC